tin 2,2'-methylenebis(4,6-di-t-butylphenoxy) phosphate P1(=O)(OOC2=C(C=C(C=C2C(C)(C)C)C(C)(C)C)CC2=C(OO1)C(=CC(=C2)C(C)(C)C)C(C)(C)C)[O-].[Sn+4].C2C1=C(OOP(=O)(OOC3=C2C=C(C=C3C(C)(C)C)C(C)(C)C)[O-])C(=CC(=C1)C(C)(C)C)C(C)(C)C.C1C3=C(OOP(=O)(OOC2=C1C=C(C=C2C(C)(C)C)C(C)(C)C)[O-])C(=CC(=C3)C(C)(C)C)C(C)(C)C.C3C2=C(OOP(=O)(OOC1=C3C=C(C=C1C(C)(C)C)C(C)(C)C)[O-])C(=CC(=C2)C(C)(C)C)C(C)(C)C